isovanillyl-ethanone C(C1=CC(O)=C(OC)C=C1)C(C)=O